(Z)-1-[(1RS,7RS)-2,3-dimethyltricyclo[5.2.1.01,5]dec-4-yl]ethanone oxime CC1[C@@]23C(C(C1C)\C(\C)=N/O)C[C@@H](CC2)C3 |r|